benzyl 3-(4-(benzo[d]thiazol-5-ylamino) thieno[2,3-b]pyridin-2-yl)-2-ethylpiperidine-1-carboxylate S1C=NC2=C1C=CC(=C2)NC2=C1C(=NC=C2)SC(=C1)C1C(N(CCC1)C(=O)OCC1=CC=CC=C1)CC